N-methyl-5-(piperazin-1-yl)picolinamide hydrochloride Cl.CNC(C1=NC=C(C=C1)N1CCNCC1)=O